4-hydroxy-N-methyl-1-(3-methyl-2-(4-(thiazol-5-yl)-1H-1,2,3-triazol-1-yl)butanoyl)pyrrolidine-2-carboxamide OC1CC(N(C1)C(C(C(C)C)N1N=NC(=C1)C1=CN=CS1)=O)C(=O)NC